2-{3-[(3S)-3-ethylpiperazin-1-yl]-1,2,4-triazin-6-yl}-5-(3-fluoro-1H-pyrazol-4-yl)phenol dihydrochloride Cl.Cl.C(C)[C@H]1CN(CCN1)C=1N=NC(=CN1)C1=C(C=C(C=C1)C=1C(=NNC1)F)O